tetra-hydrobenzotriazole N1NNC2C1=CC=CC2